3-amino-2-chloro-4-(trifluoromethoxy)benzoic acid NC=1C(=C(C(=O)O)C=CC1OC(F)(F)F)Cl